B(O)(O)O.CON(C(CC1CCC(CC1)C(F)(F)F)=O)C N-methoxy-N-methyl-2-(4-(trifluoromethyl)cyclohexyl)acetamide borate